1-((1-(cyclopropylmethyl)-1H-imidazol-5-yl)methyl)-1H-benzene C1(CC1)CN1C=NC=C1CC1CC=CC=C1